1-(4-bromoanilino)propan-2-one BrC1=CC=C(NCC(C)=O)C=C1